ClC1=C(C=2N=C(N=C(C2C(=N1)OCC1C2CCC(CN1)N2C(=O)[O-])O)SC)F 2-(((7-chloro-8-fluoro-4-hydroxy-2-(methylthio)pyrido[4,3-d]pyrimidin-5-yl)oxy)methyl)-3,8-diazabicyclo[3.2.1]octane-8-carboxylate